C(C=C)(=O)OCC1=C(C(=O)O)C=CC=C1 acryloyloxymethyl-benzoic acid